(S)-N,N-diethyl-1-{2-[1-(4-fluorophenyl)ethylamino]-6-(pyrazin-2-ylamino)pyrimidin-4-yl}azetidin-3-carboxamide C(C)N(C(=O)C1CN(C1)C1=NC(=NC(=C1)NC1=NC=CN=C1)N[C@@H](C)C1=CC=C(C=C1)F)CC